CC1=C(C(=NC=C1)Cl)[N+](=O)[O-] 4-Methyl-3-nitro-2-chloropyridine